N1C=C(C2=CC=CC=C12)CC[C@H]1N(CCC=2C=C3C(=CC12)ONO3)CC3CCCCC3 (R)-5-(2-(1H-indol-3-yl)ethyl)-6-(cyclohexylmethyl)-5,6,7,8-tetrahydro-[1,3]Dioxazolo[4,5-g]isoquinoline